1-(tert-butyl) 2-methyl (R)-4-(((trifluoromethyl)sulfonyl)oxy)-2,5-dihydro-1H-pyrrole-1,2-dicarboxylate FC(S(=O)(=O)OC1=C[C@@H](N(C1)C(=O)OC(C)(C)C)C(=O)OC)(F)F